8,8-dimethyl-2-(4-(4-methylpiperazin-1-yl)phenyl)-4H,8H-pyrano[2,3-f]chromen-4-one CC1(OC2=CC=C3C(=C2C=C1)OC(=CC3=O)C3=CC=C(C=C3)N3CCN(CC3)C)C